(R)-10-methyl-3-(4-(4-methylpiperazin-1-yl)-6-vinylpyrimidin-2-yl)-9,10,11,12-tetrahydro-8H-[1,4]diazepino[5',6':4,5]thieno[3,2-f]quinolin C[C@H]1NCC2=C(C=3C=4C=CC(=NC4C=CC3S2)C2=NC(=CC(=N2)N2CCN(CC2)C)C=C)NC1